ClC1=CC=C(C=C1)[C@@]1(N(C(C2=CC(=CC(=C12)F)C(=O)C=1C=NN(C1)C)=O)CC1=NC=C(C=C1)Cl)O[C@@H]1COCC1 (R)-3-(4-chlorophenyl)-2-((5-chloropyridin-2-yl)methyl)-4-fluoro-6-(1-methyl-1H-pyrazole-4-carbonyl)-3-(((S)-tetrahydrofuran-3-yl)oxy)isoindolin-1-one